N-(1-(DIFLUOROMETHYL)-1H-INDAZOL-7-YL)-1-(4-(DIFLUOROMETHYL)PYRIDIN-2-YL)-1H-PYRAZOLE-4-SULFONAMIDE FC(N1N=CC2=CC=CC(=C12)NS(=O)(=O)C=1C=NN(C1)C1=NC=CC(=C1)C(F)F)F